OC1=CC=C(C=C1)/C=C/C(=O)C1=C(C=CC=C1)OC (E)-3-(4-Hydroxyphenyl)-1-(2-methoxyphenyl)prop-2-en-1-one